3-((tert-butoxycarbonyl)amino)-5-(methyl-((2S,3R,4R,5R)-2,3,4,5,6-pentahydroxyhexyl)amino)-5-oxopentanoic acid C(C)(C)(C)OC(=O)NC(CC(=O)O)CC(=O)N(C[C@@H]([C@H]([C@@H]([C@@H](CO)O)O)O)O)C